F[C@H]1C[C@@H](CNC1)NC=1C2=C(N=CN1)C(=CC(=N2)C2=CC=C(C=C2)OC(F)(F)F)C(=O)N 4-[[(3S,5S)-5-fluoropiperidin-3-yl]amino]-6-[4-(trifluoromethoxy)phenyl]pyrido[3,2-d]pyrimidine-8-carboxamide